N-(4-{[6-(5-chloro-2-fluorophenyl)-3-{[(3-methoxyphenyl)methyl]amino}pyridazin-4-yl]amino}pyridin-2-yl)-3-(4-methylpiperazin-1-yl)propanamide ClC=1C=CC(=C(C1)C1=CC(=C(N=N1)NCC1=CC(=CC=C1)OC)NC1=CC(=NC=C1)NC(CCN1CCN(CC1)C)=O)F